COC1=C(C=CC(=C1)[N+](=O)[O-])CS(=O)(=O)[O-].[Na+] sodium (2-methoxy-4-nitrophenyl)methanesulfonate